FC1=NC=C(C=N1)NC(N(CC1=NNC(=C1)C(F)(F)F)C=1C=NC(=NC1)OC)=O (2-Fluoropyrimidin-5-yl)-1-(2-methoxypyrimidin-5-yl)-1-((5-(trifluoromethyl)-1H-pyrazol-3-yl)methyl)urea